10-nitro-heptadec-10-enoic acid [N+](=O)([O-])C(CCCCCCCCC(=O)O)=CCCCCCC